(1S,4s)-4-(8-(2-chloro-4-cyano-6-fluorophenylamino)-2-((1R,3R)-3-hydroxycyclopentylamino)-9H-purin-9-yl)-1-methylcyclohexanecarboxamide ClC1=C(C(=CC(=C1)C#N)F)NC=1N(C2=NC(=NC=C2N1)N[C@H]1C[C@@H](CC1)O)C1CCC(CC1)(C(=O)N)C